N-(4-Cyanobenzyl)-6-((1-((1-(2-hydroxyethoxy)-2-methylpropan-2-yl)sulfonyl)cyclopropyl)methyl)-1-methyl-7-oxo-4,5,6,7-tetrahydro-1H-pyrazolo[3,4-c]pyridine-3-carboxamide C(#N)C1=CC=C(CNC(=O)C2=NN(C=3C(N(CCC32)CC3(CC3)S(=O)(=O)C(COCCO)(C)C)=O)C)C=C1